O1[C@@H](COCC1)CN1C[C@](N(CC1)C1=NN(C(=C1I)C)C1CC2(CN(C2)C(=O)OC(C)(C)C)C1)(C)COC Tert-butyl 6-(3-((R)-4-(((R)-1,4-dioxan-2-yl)methyl)-2-(methoxymethyl)-2-methylpiperazin-1-yl)-4-iodo-5-methyl-1H-pyrazol-1-yl)-2-azaspiro[3.3]heptane-2-carboxylate